BrC=1C=C2C(=CNC2=CC1)C(C(=O)NC1C(N(CC1)C1=CC=C(C=C1)F)=O)=O 2-(5-bromo-1H-indol-3-yl)-N-(1-(4-fluorophenyl)-2-oxopyrrolidin-3-yl)-2-oxoacetamide